lithium 2-(pyridin-2-yl)-4-(1,10-phenanthroline-4-yl)phenol N1=C(C=CC=C1)C1=C(C=CC(=C1)C1=CC=NC2=C3N=CC=CC3=CC=C12)O.[Li]